CC/C=C/CCCCCC/C=C/C 11-tridecadiene